O=C1NC(CC[C@H]1N1C(N(C2=C1C=CC=C2C2CCN(CC2)CC2CCC(CC2)N2N=C1C=C(C(=CC1=C2)NC(=O)C2=NC(=CC=C2)C(F)(F)F)C)C)=O)=O N-[2-[4-[[4-[1-[(3R)-2,6-dioxo-3-piperidyl]-3-methyl-2-oxo-benzimidazol-4-yl]-1-piperidyl]methyl]cyclohexyl]-6-methyl-indazol-5-yl]-6-(trifluoromethyl)pyridine-2-carboxamide